CN1C(N(CC1)[C@H]1CN(CCC1)C=1N=C(C(=NC1)C(=O)N)NC=1C=NC(=CC1)C1CCNCC1)=O (R)-5-(3-(3-methyl-2-oxoimidazolidin-1-yl)piperidin-1-yl)-3-((6-(piperidin-4-yl)pyridin-3-yl)amino)pyrazine-2-carboxamide